COC1=NC(=NC2=C1NC=N2)N O6-Methylguanine